{(1R,2S,4R)-4-[(5-{[4-(3-bromobenzyl)-5-methyl-2-thienyl]carbonyl}pyrimidin-4-yl)amino]-2-hydroxy cyclopentyl}methyl sulfamate S(N)(OC[C@@H]1[C@H](C[C@@H](C1)NC1=NC=NC=C1C(=O)C=1SC(=C(C1)CC1=CC(=CC=C1)Br)C)O)(=O)=O